ClC=1C(=CC(=NC1)N1CCC(CC1)(F)F)I 5-chloro-2-(4,4-difluoro-1-piperidinyl)-4-iodo-pyridine